methylazanium C[NH3+]